C1(CCCCC1)OC(CCC1CCCC1)=O.P(=O)(O)(O)CC(=O)OC1CCCCC1 1-cyclohexyl 2-phosphonoacetate Cyclohexyl-3-cyclopentylpropionate